FC(C1=CC=C(C=C1)CCNC1=CC=CC=C1)(F)F 1-(p-trifluoromethyl-phenyl)-2-(phenylamino)ethane